(R)-2-(3,5-dichloro-4-((7-(methyl-d3)-1-oxo-2,5,6,7-tetrahydro-1H-cyclopenta[d]pyridazin-4-yl)oxy)phenyl)-3,5-dioxo-2,3,4,5-tetrahydro-1,2,4-triazine-6-carbonitrile ClC=1C=C(C=C(C1OC=1C2=C(C(NN1)=O)[C@@H](CC2)C([2H])([2H])[2H])Cl)N2N=C(C(NC2=O)=O)C#N